C(C)(C)(C)N1CC(C1)CN1C(C=2NC=3N(C(C2C1)=O)N=C(C3)CC)=O tert-butyl-3-[(2-ethyl-5,8-dioxo-5,8-dihydro-4H-pyrazolo[1,5-a]pyrrolo[3,4-d]pyrimidin-6(7H)-yl)methyl]azetidine